C(#N)C1=C(C=CC=C1)SC=1C=2N(C=C(C1)C=1C=NN(C1)[C@@H]1CC(NCC1)(C)C)N=CC2C#N (S)-4-((2-cyanophenyl)thio)-6-(1-(2,2-dimethylpiperidin-4-yl)-1H-pyrazol-4-yl)pyrazolo[1,5-a]pyridine-3-carbonitrile